CN1C(=CC=2C(=NC(=CC21)C2=CC(=C(C=C2)[C@]2(CC(N(CC2)C(C)C)(C)C)O)F)C)C2=CC=C(C=C2)S(=O)(=O)C (S)-4-(4-(1,4-dimethyl-2-(4-(methylsulfonyl)phenyl)-1H-pyrrolo[3,2-c]pyridin-6-yl)-2-fluorophenyl)-1-isopropyl-2,2-dimethylpiperidin-4-ol